C(C)C=1OC2=C(C1C(=O)C1=CC=C(C=C1)OC)C(=C(C(=C2[2H])[2H])[2H])[2H] (2-ethylbenzofuran-3-yl-4,5,6,7-d)(4-methoxyphenyl)methanone